ClC1=CC=C(C=C1)N1N=C(C=C1)C1=C(C(=NN1C=1SC=CN1)C(C)C)C(=O)O.C1(CC1)C1=CC(=NC=C1)NC(C1=CC=CC=C1)=O N-(4-cyclopropylpyridin-2-yl)benzamide 1-(4-chlorophenyl)-1H-pyrazol-3-yl-3-isopropyl-1-(thiazol-2-yl)-1H-pyrazole-4-carboxylate